CO\C(\C(=O)OC)=C/C1=CC=C(C2=C1SC=C2)OC(CC=2N=C(OC2C([2H])([2H])[2H])C2=C(C(=C(C(=C2[2H])[2H])[2H])[2H])[2H])([2H])[2H] methyl (Z)-2-methoxy-3-(4-(2-(5-(methyl-d3)-2-(phenyl-d5)oxazol-4-yl)ethoxy-1,1-d2)benzo[b]thiophen-7-yl)acrylate